C(C)(C)(C)OC(=O)NC1(CC(C1)CO[Si](C)(C)C(C)(C)C)C(=O)O 1-((tert-butoxycarbonyl)amino)-3-(tert-butyldimethylsilyloxymethyl)cyclobutane-1-carboxylic acid